2-(2-cyclopropyl-4-fluoro-6-(trifluoromethyl)phenyl)acetic acid C1(CC1)C1=C(C(=CC(=C1)F)C(F)(F)F)CC(=O)O